ClC1=C2C(=C(NC2=CC=C1F)C(=O)N1CCN(CC1)C(=O)[C@]1(OCC1)C)F (S)-(4-chloro-3,5-difluoro-1H-indol-2-yl)(4-(2-methyloxetane-2-carbonyl)piperazin-1-yl)methanone